cadmium lead-zinc [Zn].[Pb].[Cd]